6-(1,2-dimethoxyethyl)quinoline-4-carboxylic acid COC(COC)C=1C=C2C(=CC=NC2=CC1)C(=O)O